C(C)OC(=O)C1CC2=C(N=C(N=C2O)O)C1.ClC=1N=C(C2=C(N1)CC(C2)C(=O)OCC)Cl Ethyl 2,4-dichloro-6,7-dihydro-5H-cyclopenta[d]pyrimidine-6-carboxylate Ethyl-2,4-dihydroxy-6,7-dihydro-5H-cyclopenta[d]pyrimidine-6-carboxylate